(2S,3S,4R,5R)-5-(6-((4-chloropyridin-2-yl)methylamino)-2-(5-methoxypyridin-3-yl)-9H-purin-9-yl)-3,4-dihydroxyl-N-methyl-tetrahydrofuran-2-formamide ClC1=CC(=NC=C1)CNC1=C2N=CN(C2=NC(=N1)C=1C=NC=C(C1)OC)[C@H]1[C@@H]([C@@H]([C@H](O1)C(=O)NC)O)O